1-(1-(2-ethylbutyl)cyclohexyl)propan-1-one C(C)C(CC1(CCCCC1)C(CC)=O)CC